i-Propyl β-D-glucuronate O[C@H]1[C@H](O)[C@@H](O)[C@H](O)[C@H](O1)C(=O)OC(C)C